[3-[4-[3-(Difluoromethyl)-5-methyl-pyrazol-1-yl]phenyl]azetidin-1-yl]-[(3S)-3-(1H-1,2,4-triazol-5-yl)pyrrolidin-1-yl]methanone FC(C1=NN(C(=C1)C)C1=CC=C(C=C1)C1CN(C1)C(=O)N1C[C@H](CC1)C1=NC=NN1)F